C(C=1C(C(=O)OCCC(C)C)=CC(C(=O)OCCC(C)C)=CC1)(=O)OCCC(C)C tri-i-pentyl trimellitate